1,3,5-trimethyl-2,4,6-tris(3,5-di-tert-butyl-4-hydroxylbenzyl)benzene CC1=C(C(=C(C(=C1CC1=CC(=C(C(=C1)C(C)(C)C)O)C(C)(C)C)C)CC1=CC(=C(C(=C1)C(C)(C)C)O)C(C)(C)C)C)CC1=CC(=C(C(=C1)C(C)(C)C)O)C(C)(C)C